C(C)(C)(C)OC(=O)N1CC2OC2CC1 tert-butyl-7-oxa-3-azabicyclo[4.1.0]heptane-3-carboxylate